FC1=NC(=CC=C1C(CC1=NC(=NC(=N1)N[C@@H](CO)CC(C)C)NS(=O)(=O)C)C)OC N-(4-(2-(2-fluoro-6-methoxypyridin-3-yl)propyl)-6-(((R)-1-hydroxy-4-methylpent-2-yl)amino)-1,3,5-triazin-2-yl)methanesulfonamide